Bicyclo(3.1.1)heptane-2,3-diol C12C(C(CC(C1)C2)O)O